2-[4-[(E)-3-[4-(Cyanomethoxy)-3-methoxyphenyl]prop-2-enoyl]phenoxy]propanoic acid C(#N)COC1=C(C=C(C=C1)/C=C/C(=O)C1=CC=C(OC(C(=O)O)C)C=C1)OC